ClC=1C(=NC(=NC1)NC1CCOCC1)O 5-chloro-2-[(tetrahydro-2H-pyran-4-yl)amino]pyrimidin-4-ol